3-(3-fluorophenoxy)benzoic acid FC=1C=C(OC=2C=C(C(=O)O)C=CC2)C=CC1